N-(2-ethylhexyl)-3-(3-methoxyphenyl)propenamide C(C)C(CNC(C=CC1=CC(=CC=C1)OC)=O)CCCC